8-((2s,5r)-4-((3-fluorophenyl)(pyridin-2-yl)methyl)-2,5-dimethylpiperazin-1-yl)-5-methyl-6-oxo-5,6-dihydro-1,5-naphthyridine-2-carbonitrile FC=1C=C(C=CC1)C(N1C[C@@H](N(C[C@H]1C)C1=CC(N(C=2C=CC(=NC12)C#N)C)=O)C)C1=NC=CC=C1